C(C)OC(=O)C=1C(=NC=2N=CC(CC2C1)=O)[Si](C)(C)C(C)(C)C 2-(tert-butyldimethylsilyl)-6-oxonaphthyridine-3-carboxylic acid ethyl ester